tert-butyl (E)-((4-(3-((methylthio)((3,4,5-trifluorobenzyl)amino)methylene)ureido)isoquinolin-5-yl)methyl)-carbamate CS\C(=N\C(NC1=CN=CC2=CC=CC(=C12)CNC(OC(C)(C)C)=O)=O)\NCC1=CC(=C(C(=C1)F)F)F